N-([1,2,4]triazolo[4,3-a]pyridin-6-yl)-4-chlorophthalazin-1-amine N=1N=CN2C1C=CC(=C2)NC2=NN=C(C1=CC=CC=C21)Cl